ClC=1C=C(C=C(C1OC=1C=C2C(=CC(=NC2=CC1)C)C=C)Cl)N1N=C(C(NC1=O)=O)C#N 2-(3,5-dichloro-4-((2-methyl-4-vinylquinolin-6-yl)oxy)phenyl)-3,5-dioxo-2,3,4,5-tetrahydro-1,2,4-triazine-6-carbonitrile